5-(4-fluorophenyl-sulfonyl)-N-(oxazol-5-ylmethyl)-3,4,5,6-tetrahydropyrrolo[3,4-c]pyrrole-2(1H)-carboxamide FC1=CC=C(C=C1)S(=O)(=O)N1CC2=C(C1)CN(C2)C(=O)NCC2=CN=CO2